ethyl-7-isopropyl-1H-indole-3-carboxamide C(C)N1C=C(C2=CC=CC(=C12)C(C)C)C(=O)N